CC(C(=O)OCCCCCC)C hexyl 2-methylpropanoate